OC(CC(=O)[O-])C.[As+3].OC(CC(=O)[O-])C.OC(CC(=O)[O-])C arsenic β-hydroxybutyrate